CC1=C(C=CC=C1C)[C@H](C)C=1N=CNC1 4-[(1S)-1-(2,3-dimethylphenyl)ethyl]-1H-imidazole